C(C)(C)(C)C1=C(C=C(C(=N1)N1CCC(CCC1)(F)F)B(O)O)Cl [6-tert-butyl-5-chloro-2-(4,4-difluoroazepan-1-yl)-3-pyridyl]boronic Acid